P(=O)(OCC(CBr)Br)(OCC(CBr)Br)[O-] bis(2,3-dibromopropyl) phosphate